3-[(4-methoxyphenyl)methoxy]propanal COC1=CC=C(C=C1)COCCC=O